propyl methylphosphonate sodium salt [Na+].CP(OCCC)([O-])=O